(S)-4-(2-(bis(4-methoxybenzyl)amino)pyrimidin-5-yl)-3-methylpiperazine-1-carboxylic acid tert-butyl ester C(C)(C)(C)OC(=O)N1C[C@@H](N(CC1)C=1C=NC(=NC1)N(CC1=CC=C(C=C1)OC)CC1=CC=C(C=C1)OC)C